BrC1=CC=C(C=C1)C1=CC=C(C=C1)[Si](C1=CC=CC=C1)(C1=CC=CC=C1)C1=CC=CC=C1 [4'-bromo(1,1'-biphenyl)-4-yl]Triphenylsilane